(1r,3r)-3-(dibenzylamino)-1-methylcyclohexanol C(C1=CC=CC=C1)N([C@H]1C[C@@](CCC1)(O)C)CC1=CC=CC=C1